C(CCCCCC(C)C)C1=C(C=CC=C1)O o-isononyl-phenol